C(C1=CC(=C(N)C(=C1)C(C)C)C)C1=CC(=C(N)C(=C1)C(C)C)C 4,4'-methylene-bis-(2-methyl-6-isopropylaniline)